C12CN(CC2C1)C1=CC=C(C(=N1)COC)CN1N=CC(=C1)C(=O)O 1-[(6-{3-Azabicyclo[3.1.0]hex-3-yl}-2-(methoxymethyl)pyridin-3-yl)methyl]-1H-pyrazole-4-carboxylic acid